C(C1=CC=CC=C1)OC1[C@@H](N([C@@H](C1)C)C(=O)OCC1=CC=CC=C1)COC1CCC(CC1)C1=CC=CC=C1 benzyl (2S,5R)-3-(benzyloxy)-5-methyl-2-((((1s,4R)-4-phenylcyclohexyl)oxy)methyl)-pyrrolidine-1-carboxylate